1-methyl-3-n-propylpyrazole-5-carboxamide CN1N=C(C=C1C(=O)N)CCC